N(N)C(=O)N1CCC(CC1)NC(OC(C)(C)C)=O tert-butyl N-[1-(hydrazinecarbonyl)piperidin-4-yl]carbamate